N4,N4-dimethylcyclohexane-1,4-diamine CN(C1CCC(CC1)N)C